methyl-n-butyl-malonic acid CC(C(=O)O)(C(=O)O)CCCC